3-(isoquinolin-4-yl)-5-methyl-6-(trifluoromethyl)quinazoline-2,4(1H,3H)-dione C1=NC=C(C2=CC=CC=C12)N1C(NC2=CC=C(C(=C2C1=O)C)C(F)(F)F)=O